C(C)OC(=O)C=1N=CN(C1)CC1=C(C=C(C=C1)N1CC2C(C2C1)(F)F)Cl 1-[(2-chloro-4-{6,6-difluoro-3-azabicyclo[3.1.0]hex-3-yl}phenyl)methyl]-1H-imidazole-4-carboxylic acid ethyl ester